9-(4'-bromo-4-biphenylyl)carbazole BrC1=CC=C(C=C1)C1=CC=C(C=C1)N1C2=CC=CC=C2C=2C=CC=CC12